C(#N)C[C@H]1N(CC[C@@H](C1)N1N=CC=2C(=NC=3C(=C(C(=CC3C21)C)C=2C=CC=C1C=CC=C(C21)C#N)F)O[C@@H](C)[C@H]2N(CCC2)C)C(C(=C)F)=O 8-(1-((2S,4S)-2-(cyanomethyl)-1-(2-fluoroacryloyl)piperidin-4-yl)-6-fluoro-8-methyl-4-((S)-1-((S)-1-methylpyrrolidin-2-yl)ethoxy)-1H-pyrazolo[4,3-c]quinolin-7-yl)-1-naphthonitrile